O1CC(CC1)CNC(C)C1=CNC(C2=CC=CC=C12)=O 4-(1-(((Tetrahydrofuran-3-yl)methyl)amino)ethyl)isoquinolin-1(2H)-one